2,4,6-Trifluoro-N-[6-(1-methylpiperidin-4-carbonyl)-2-pyridyl]benzamid FC1=C(C(=O)NC2=NC(=CC=C2)C(=O)C2CCN(CC2)C)C(=CC(=C1)F)F